ClC1=NC=C(C#N)C(=C1)OC 6-chloro-4-methoxynicotinonitrile